C1=C(C=CC2=CC=CC=C12)S(=O)[O-].[NH4+] ammonium β-naphthalenesulfinate